C(C)(C)(C)NC(C(F)(F)C=1N(C=CC1C(=O)NC1=CC(=C(C=C1)F)C)CC)=O 2-(2-(tert-butylamino)-1,1-difluoro-2-oxoethyl)-1-ethyl-N-(4-fluoro-3-methylphenyl)-1H-pyrrole-3-carboxamide